NC1=C(C=CC=C1)C1=C(C(=O)N)C=CC(=C1)NC1=NC=C(C(=N1)C=1N=NN(C1)C1CCCC1)F.[N] nitrogen (2-aminophenyl)-4-((4-(1-cyclopentyl-1H-1,2,3-triazol-4-yl)-5-fluoropyrimidin-2-yl)amino)benzamide